S1CC=CC=CC=C1 monothiocin